C(CCCCCCCC\C=C\C=C/CCC)O (E,Z)-10,12-hexadecadienol